C(C=1C(C(=O)[O-])=CC=CC1)(=O)OCC(CCCC)CC 2-ethylhexyl phthalate